CN(CCOC=1C=CC=CC1)C 3-[2-(dimethylamino)ethoxy]benzene